1'-(Diphenylphosphino)-1-(N-butylcarbamoyl)ferrocene C1(=CC=CC=C1)P([C-]1C=CC=C1)C1=CC=CC=C1.C(CCC)NC(=O)[C-]1C=CC=C1.[Fe+2]